2-amino-N-(4b-hydroxy-7-isopropyl-10-oxo-4b,10-dihydro-9bH-indeno[1,2-b]benzofuran-9b-yl)acetamide NCC(=O)NC12C(OC3=C1C=CC(=C3)C(C)C)(C3=CC=CC=C3C2=O)O